CC(COC1=CC2=NN=CC=C2C=C1C(=O)N)C (1s,2r)-2-(2-methylpropyloxy)8,7-naphthyridin-3-carboxamide